5-((3-(4-methylpiperazin-1-yl)propyl)amino)-7H-pyrrolo[2,3-c][2,6]naphthyridine-8-carboxylic acid CN1CCN(CC1)CCCNC1=NC2=C(C3=CN=CC=C13)C=C(N2)C(=O)O